2-(3-fluorophenyl)-N-(1-hydroxy-4-methoxybut-2-yl)-3-oxo-6-[4-(trifluoromethyl)phenyl]-2,3-dihydropyridazine-4-carboxamide FC=1C=C(C=CC1)N1N=C(C=C(C1=O)C(=O)NC(CO)CCOC)C1=CC=C(C=C1)C(F)(F)F